COC1=CC=C(CNC2=CC=C3CCN(CC3=C2)C)C=C1 N-(4-methoxybenzyl)-2-methyl-1,2,3,4-tetrahydroisoquinolin-7-amine